(S)-2-((5-(4-(2-oxo-pyrrolidin-1-yl-4,4,5,5-d4)phenyl)-pyridin-2-yl)amino)-6,6a,7,8-tetrahydro-9H-pyrido[2,3-b]-pyrrolo[1,2-d][1,4]-oxazin-9-one O=C1N(C(C(C1)([2H])[2H])([2H])[2H])C1=CC=C(C=C1)C=1C=CC(=NC1)NC1=CC2=C(OC[C@H]3N2C(CC3)=O)N=C1